P(OC1=CC=CC=C1)(OC([C@@H](NOC1CCCCC1)C)=O)(=O)Cl phenyl (cyclohexanoxy-L-alaninyl) phosphorochloridate